FC1=CC(=CC2=C1OCC(O2)(C)C)C(C)O 1-(8-fluoro-3,3-dimethyl-2,3-dihydrobenzo[b][1,4]dioxin-6-yl)ethan-1-ol